CNCC1=C(C=C(C=C1)OC)OC N-methyl-2,4-dimethoxybenzylamine